(5-(thiazol-4-yl)-4,5-dihydro-1H-pyrazol-1-yl)methanone S1C=NC(=C1)C1CC=NN1C=O